1,2-dihydroxyethyl-3-sulfopropyl-imidazole trifluoromethanesulfonate FC(S(=O)(=O)O)(F)F.OC(CO)C=1N=C(NC1)CCCS(=O)(=O)O